Cl.NC(C(=O)N1CCN(CC1)C(=O)NC1=NC(N(C=C1)C1=CC=C(C=C1)CN1CCC2(CC(C2)N)CC1)=O)(C)C 4-(2-Amino-2-methylpropanoyl)-N-(1-(4-((2-amino-7-azaspiro[3.5]nonan-7-yl)methyl)phenyl)-2-oxo-1,2-dihydropyrimidin-4-yl)piperazine-1-carboxamide Hydrochloride Salt